3-{[(8-amino-4,4-dimethyl-4,5-dihydro-1H-pyrazolo[4,3-H]quinazolin-3-yl)carbonyl]amino}benzoic acid NC1=NC=2C3=C(C(CC2C=N1)(C)C)C(=NN3)C(=O)NC=3C=C(C(=O)O)C=CC3